tert-butyl (3S)-3-((4-(2-(4-(3-ethyl-2-oxo-pyrrolidin-1-yl)-2,3-difluoro-phenoxy)-3-pyridyl)pyrimidin-2-yl)amino)piperidine-1-carboxylate C(C)C1C(N(CC1)C1=C(C(=C(OC2=NC=CC=C2C2=NC(=NC=C2)N[C@@H]2CN(CCC2)C(=O)OC(C)(C)C)C=C1)F)F)=O